(S)- and (R)-2-((2-(1H-imidazol-1-yl)ethyl)amino)-1-(1H-indol-3-yl)-2-phenylethan-1-one N1(C=NC=C1)CCN[C@H](C(=O)C1=CNC2=CC=CC=C12)C1=CC=CC=C1 |r|